C1(CC1)N1N=CC(=C1)[C@@H]1O[C@@H](CN(C1)C1=CC2=C(N=C(N(C2=O)C)C)C(=N1)C1=C(C=C(C=C1)F)F)C 6-((2s,6r)-2-(1-cyclopropyl-1H-pyrazol-4-yl)-6-methylmorpholino)-8-(2,4-difluorophenyl)-2,3-dimethylpyrido[3,4-d]pyrimidin-4(3H)-one